2'-chloro-N-(5-(5-(difluoromethoxy)pyrazine-2-carbonyl)-5,6-dihydro-4H-pyrrolo[3,4-d]thiazol-2-yl)-5'-methoxy-6-methyl-[4,4'-bipyridine]-3-carboxamide ClC1=NC=C(C(=C1)C1=C(C=NC(=C1)C)C(=O)NC=1SC2=C(N1)CN(C2)C(=O)C2=NC=C(N=C2)OC(F)F)OC